N-((1r,4r)-4-(Methyl(pyridin-3-ylmethyl)amino)cyclohexyl)-6-morpholinopyridine-3-sulfonamide CN(C1CCC(CC1)NS(=O)(=O)C=1C=NC(=CC1)N1CCOCC1)CC=1C=NC=CC1